4-(2-cyclopropyl-1,3-thiazol-4-yl)-4-methylpiperidine monohydrochloride Cl.C1(CC1)C=1SC=C(N1)C1(CCNCC1)C